ClC1C=C(C2=CC(=C(N)C=C2)C(CC(=O)O)NC(=O)NC=2C(N(C=C(C2O)C)CC)=O)C=CC1(N)Cl 3-(3',4'-dichlorobenzidin-3-yl)-3-(3-(1-ethyl-4-hydroxy-5-methyl-2-oxo-1,2-dihydropyridin-3-yl)ureido)propionic acid